CC1=NC(=CC(=N1)NC1=C(C2=C(C=N1)C(NN2C2=CC(=CC=C2)OC)=O)F)C 6-((2,6-dimethylpyrimidin-4-yl)amino)-7-fluoro-1-(3-methoxyphenyl)-1,2-dihydro-3H-pyrazolo[4,3-c]pyridin-3-one